C(C=C)(=O)NC([C@@H](N)CC(N)=O)=O N-acryloylasparaginamide